N-[2-(2,6-difluorobenzoyl)phenyl]Acetamide FC1=C(C(=O)C2=C(C=CC=C2)NC(C)=O)C(=CC=C1)F